1-(4-(4-chloro-3-fluoro-1H-indole-2-carbonyl)piperazin-1-yl)-2-methoxyethan-1-one ClC1=C2C(=C(NC2=CC=C1)C(=O)N1CCN(CC1)C(COC)=O)F